(S)-4-chloro-5,8,8-trimethyl-5-phenyl-3-(trifluoromethyl)-5,8,9,10-tetrahydrobenzo[b][1,8]naphthyridin-6(7H)-one ClC=1C=2[C@](C3=C(NC2N=CC1C(F)(F)F)CC(CC3=O)(C)C)(C3=CC=CC=C3)C